myristyldimethylaminoacetate C(CCCCCCCCCCCCC)C(C(=O)[O-])N(C)C